C(C)(C)(C)OC(=O)N1CCN(CC1)C1=NC=NC(=C1Cl)C 4-(5-chloro-6-methylpyrimidin-4-yl)piperazine-1-carboxylic acid tert-butyl ester